(2RS)-2-[6-[2-(6-amino-3-pyridinyl)ethynyl]-1-oxo-isoindolin-2-yl]-2-(5-fluoro-2-hydroxy-phenyl)-N-thiazol-2-yl-acetamide NC1=CC=C(C=N1)C#CC1=CC=C2CN(C(C2=C1)=O)[C@@H](C(=O)NC=1SC=CN1)C1=C(C=CC(=C1)F)O |r|